3λ2-oxazolidin-5-one O1C[N]CC1=O